N-[1-(difluoromethyl)cyclopropyl]-2-(3-pyridinyl)-2H-indazole-4-carboxamide FC(C1(CC1)NC(=O)C=1C2=CN(N=C2C=CC1)C=1C=NC=CC1)F